Cl.Cl.NC1CC2(C[C@@H](N2C(=O)NC)C([C@@H](CCCC)NC([C@@H](CC(C)C)NC([C@@H](CC2=CC=CC=C2)N)=O)=O)=O)CCN1 (R)-6-amino-2-((R)-2-((R)-2-((R)-2-amino-3-phenylpropionamido)-4-methylpentanoylamino)hexanoyl)-N-methyl-1,7-diazaspiro[3.5]nonane-1-carboxamide dihydrochloride